N-(2-aminoethyl)-N-methyl-1-(p-tolyl)-2-(4-(trifluoromethyl)phenyl)-1H-benzo[d]imidazole-5-carboxamide NCCN(C(=O)C1=CC2=C(N(C(=N2)C2=CC=C(C=C2)C(F)(F)F)C2=CC=C(C=C2)C)C=C1)C